Methyl (S)-2-(5-((6-((1H-imidazol-1-yl)methyl)-8-bromo-4-oxochroman-3-yl)methyl)-2-fluorophenoxy)acetate N1(C=NC=C1)CC=1C=C2C([C@H](COC2=C(C1)Br)CC=1C=CC(=C(OCC(=O)OC)C1)F)=O